COC=1C=CC=2N(C3=CC=C(C=C3C2C1)OC)CCP (2-(3,6-dimethoxy-9H-carbazol-9-yl)ethyl)phosphine